SC(C(C)=O)CC 3-mercapto-2-pentanone